[C@@H]1([C@H](O)[C@@H](O)[C@H](O)CO1)CC(C)=O beta-D-xylopyranosylacetone